NC=1C=C(C=C(C1)F)[C@@H](C)NC(OC(C)(C)C)=O tert-butyl (R)-(1-(3-amino-5-fluorophenyl)ethyl)carbamate